(R)-2-amino-5-(4-bromophenyl)-4-oxo-4,5-dihydrofuran-3-yl-5-d phenylmethanesulfonate C1(=CC=CC=C1)CS(=O)(=O)OC1=C(O[C@](C1=O)([2H])C1=CC=C(C=C1)Br)N